1-(cyclopropylmethyl)-3-[[4-[5-(trifluoromethyl)-1,2,4-oxadiazol-3-yl]phenyl]methyl]urea C1(CC1)CNC(=O)NCC1=CC=C(C=C1)C1=NOC(=N1)C(F)(F)F